[2-(trihydroxysilyl)ethyl]phosphonic acid O[Si](CCP(O)(O)=O)(O)O